IC[C@@]12O[C@H](CC[C@@H]1O[C@H](C2)CCS(=O)(=O)C2=CC=CC=C2)CC(=C=C)C (2r,3as,5r,7as)-3a-(iodomethyl)-5-(2-methylbutan-2,3-dien-1-yl)-2-(2-(phenylsulfonyl)ethyl)hexahydro-2H-furo[3,2-b]pyran